4-(2-fluorophenyl)-2-(iminomethyl)-4-oxobutanenitrile FC1=C(C=CC=C1)C(CC(C#N)C=N)=O